3-methyl-3-hexen-1-yne CC(C#C)=CCC